SCCC(=O)NN 3-mercapto-propionic acid hydrazide